methyl 3-((2-(3-(benzyloxy)propoxy)ethyl)amino)-2-nitrobenzoate C(C1=CC=CC=C1)OCCCOCCNC=1C(=C(C(=O)OC)C=CC1)[N+](=O)[O-]